CC(CC(C)(C1=C(C=CC=C1)O)C1=C(C=CC=C1)O)C 2,2'-(4-methylpentane-2,2-diyl)diphenol